6-(6-(3-chlorophenyl)pyridin-2-yl)benzo[c]phenanthridine ClC=1C=C(C=CC1)C1=CC=CC(=N1)C=1N=C2C3=C(C=CC2=C2C=CC=CC12)C=CC=C3